COCOC=1C=C2C=CC=3OC=CC3C2=C(C1)B1OC(C(O1)(C)C)(C)C 2-(7-(methoxymethoxy)naphtho[2,1-b]furan-9-yl)-4,4,5,5-tetramethyl-1,3,2-dioxaborolane